benzyl((7-(5-(chlorodifluoromethyl)-1,2,4-oxadiazol-3-yl)-2-methylimidazo[1,2-a]pyridin-3-yl)imino)(methyl)-λ6-sulfanone C(C1=CC=CC=C1)S(=O)(C)=NC1=C(N=C2N1C=CC(=C2)C2=NOC(=N2)C(F)(F)Cl)C